C(=O)OC1(CN(C1)CC1=CC(=C(C=C1)C1CN(C1)C1=C(C=CC=C1Cl)Cl)F)C 1-(4-(1-(2,6-dichlorophenyl)azetidin-3-yl)-3-fluorobenzyl)-3-methylazetidin-3-ol formate